Cl.N[C@H](C(=O)OC)[C@@H](C)O methyl (2S,3R)-2-amino-3-hydroxybutyrate hydrochloride